ClC1=C(C(=NC(=N1)C)N1CC=2C=C(C=NC2CC1)OC1=CC(=CC=C1)F)C 6-(6-chloro-2,5-dimethyl-pyrimidin-4-yl)-3-(3-fluorophenoxy)-7,8-dihydro-5H-1,6-naphthyridine